(R)-3-((2-cyanoethyl)amino)-4-hydroxybutyronitrile C(#N)CCN[C@H](CC#N)CO